C(C)OC(=O)C=1C(=NOC1C1CC1)C1=C(C=CC=C1)C(F)(F)F 5-cyclopropyl-3-(2-(trifluoromethyl)phenyl)isoxazole-4-carboxylic acid ethyl ester